1-(1-(m-methylphenyl)vinyl)-1H-benzo[d][1,2,3]triazole CC=1C=C(C=CC1)C(=C)N1N=NC2=C1C=CC=C2